2-((2-(1,1-difluoroethyl)-4-methylpyrimidin-5-yl)sulfonyl)-6-(tetrahydro-2H-pyran-4-yl)-2,6-diazaspiro[3.3]heptane FC(C)(F)C1=NC=C(C(=N1)C)S(=O)(=O)N1CC2(C1)CN(C2)C2CCOCC2